BrC1=C(C2=C(CN3[C@@H](CO2)CN(CC3)C(=O)OC(C)(C)C)C=C1C#CCN(C)C)F tert-butyl (12aR)-9-bromo-8-[3-(dimethylamino)prop-1-yn-1-yl]-10-fluoro-3,4,12,12a-tetrahydro-6H-pyrazino[2,1-c][1,4]benzoxazepine-2(1H)-carboxylate